2-(tert-Butyl)-2'-(4-methoxyphenyl)-1'H-spiro[benzo[d][1,3]oxazine-4,4'-isoquinoline]-1',3'(2'H)-dione C(C)(C)(C)C=1OC2(C(N(C(C3=CC=CC=C23)=O)C2=CC=C(C=C2)OC)=O)C2=C(N1)C=CC=C2